N-(2-(hydroxy(phenyl)methyl)phenyl)benzamide OC(C1=C(C=CC=C1)NC(C1=CC=CC=C1)=O)C1=CC=CC=C1